ClC1=NC(=NC=C1)NC=1C(=NC=CC1)C chloro-N-(2-methylpyridin-3-yl)pyrimidin-2-amine